({[4-(chloromethoxy)cyclohexyl]oxy}methyl)benzene ClCOC1CCC(CC1)OCC1=CC=CC=C1